C(CCC)C12CNCC(C(C1)F)N2C(C)(C)C2=CC=CC=C2 butyl-6-fluoro-8-(2-phenylpropan-2-yl)-3,8-diazabicyclo[3.2.1]octane